(R)-1-(4-(4-((1-(3-(1,1-difluoro-2-hydroxyethyl)-2-fluorophenyl)ethyl)amino)-2-methyl-8,9-dihydrofuro[2,3-H]quinazolin-6-yl)-5,6-dihydropyridin-1(2H)-yl)ethanone FC(CO)(F)C=1C(=C(C=CC1)[C@@H](C)NC1=NC(=NC2=C3C(=C(C=C12)C1=CCN(CC1)C(C)=O)OCC3)C)F